CC1(CC=C(CC1)CCCC(C)C)C=O 1-methyl-4-(4-methylpentyl)-3-cyclohexene-carbaldehyde